C(#N)C1=CC=C(C=C1)C1=CC(=NN1C1=CC=C(C=C1)N(C)C)C(=O)OCC ethyl 5-(4-cyanophenyl)-1-(4-(dimethylamino) phenyl)-1H-pyrazole-3-carboxylate